BrC=1N=C(N2C1C(=NC=C2)N)SC 1-bromo-3-(methylthio)imidazo[1,5-a]pyrazin-8-amine